N-[4-[(6,7-Dimethoxy-1,5-naphthyridin-4-yl)oxy]-3-fluorophenyl]-7-(furan-3-yl)-6-methyl-8-oxo-3,4-dihydro-1H-pyrido[2,1-c][1,4]oxazine-9-carboxamide COC=1N=C2C(=CC=NC2=CC1OC)OC1=C(C=C(C=C1)NC(=O)C=1C(C(=C(N2C1COCC2)C)C2=COC=C2)=O)F